CC1=C(C(=NC=C1N1CCNCC1)C(=O)N)C dimethyl-5-(piperazin-1-yl)picolinamide